FC(OC[C@@H]1CCC=2C(=NC(=CC2C2=C(C=C(C=C2)F)F)C(=O)N)O1)F (S)-2-((difluoromethoxy)methyl)-5-(2,4-difluorophenyl)-3,4-dihydro-2H-pyrano[2,3-b]pyridine-7-carboxamide